ethyl (2S,4R)-4-((2-azidoethoxy)methyl)-4-fluoro-1-((4-(4-fluorophenoxy)benzoyl) glycyl)pyrrolidine-2-carboxylate N(=[N+]=[N-])CCOC[C@]1(C[C@H](N(C1)C(CNC(C1=CC=C(C=C1)OC1=CC=C(C=C1)F)=O)=O)C(=O)OCC)F